(S)-2-(3,5-dichlorophenyl)benzo[d]oxazole-6-carboxylic acid 1-methylpyrrolidin-3-yl ester hydrochloride Cl.CN1C[C@H](CC1)OC(=O)C1=CC2=C(N=C(O2)C2=CC(=CC(=C2)Cl)Cl)C=C1